N-(pyridine-4-yl)picolinamide N1=CC=C(C=C1)NC(C1=NC=CC=C1)=O